COCC1=CC(=C(C(=C1)N)N)C 5-(methoxymethyl)-3-methylbenzene-1,2-diamine